CC1=CC=C(C=C1)C=C1C=C(C(C(=C1)C(C)(C)C)=O)C(C)(C)C 4-(4-methylphenyl)methylene-2,6-di-tert-butyl-2,5-cyclohexadiene-1-one